4-(2-Aminoethyl)-thiomorpholine-1-oxide NCCN1CCS(CC1)=O